tert-butyl (4-(4-(trifluoromethyl)phenyl)-4,5,6,7-tetrahydropyrazolo[1,5-a]pyrimidin-6-yl)carbamate FC(C1=CC=C(C=C1)N1C=2N(CC(C1)NC(OC(C)(C)C)=O)N=CC2)(F)F